1-(4-Chlorophenyl)-3-[5-(3-methanesulfonylphenyl)thiophen-2-yl]urea ClC1=CC=C(C=C1)NC(=O)NC=1SC(=CC1)C1=CC(=CC=C1)S(=O)(=O)C